COC=1C=C(C=O)C=C(C1)OC 3,5-Dimethoxybenzaldehyde